C(C=C)(=O)OC(CCC(CCCC)CC)C 4-ethyl-1-methyloctyl acrylate